2'-Hydroxy-4,4',6'-tris(methoxymethoxy)chalcone OC1=C(C(/C=C/C2=CC=C(C=C2)OCOC)=O)C(=CC(=C1)OCOC)OCOC